C(C1=CC=CC=C1)C1(C=C(N=C2N1NC=C2C(C)C)NC2CNCCC2)N 7-benzyl-3-isopropyl-N5-(piperidin-3-yl)pyrazolo[1,5-a]pyrimidine-5,7-diamine